ClC=1C=C(C=C(C1Cl)C(F)(F)F)C1(CC(=NO1)C=1C=C(C(=NC1)C(=O)O)C)C(F)(F)F 5-(5-(3,4-dichloro-5-(trifluoromethyl)phenyl)-5-(trifluoromethyl)-4,5-dihydroisoxazol-3-yl)-3-methylpyridinecarboxylic acid